O1CCC(CCC1)NC(=O)C=1N=NC=CC1 N-(oxepan-4-yl)pyridazine-3-carboxamide